ethyl 2-(1-cyclobutyl-1H-pyrazol-4-yl)-3-fluoro-5-nitrobenzoate C1(CCC1)N1N=CC(=C1)C1=C(C(=O)OCC)C=C(C=C1F)[N+](=O)[O-]